2'-deoxy-5-methyl-cytidine CC=1C(=NC(N([C@H]2C[C@H](O)[C@@H](CO)O2)C1)=O)N